(S)-10-((5-Chloro-2-((R)-2-(methoxymethyl)pyrrolidin-1-yl)pyrimidin-4-yl)amino)-2-cyclopropyl-3,3-difluoro-7-methyl-1,2,3,4-tetrahydro-[1,4]oxazepino[2,3-c]chinolin-6(7H)-on ClC=1C(=NC(=NC1)N1[C@H](CCC1)COC)NC1=CC=2C3=C(C(N(C2C=C1)C)=O)OCC([C@@H](N3)C3CC3)(F)F